O1CCC(CC1)C(C)N1C[C@@H]2[C@H](C1)CC(C2)NC=2N=NC(=CC2)C2=C(C(=CC(=C2)F)F)F (3aR,5s,6aS)-2-(1-(Tetrahydro-2H-pyran-4-yl)ethyl)-N-(6-(2,3,5-trifluorophenyl)pyridazin-3-yl)octahydrocyclopenta[c]pyrrol-5-amine